tert-Butyl 3-(4-chloro-2-(3-fluoropicolinoyl)phenyl)prop-2-ynylcarbamate ClC1=CC(=C(C=C1)C#CCNC(OC(C)(C)C)=O)C(C1=NC=CC=C1F)=O